BrC1=CC2=C(N(C3=C(O2)C=C(C=C3)Br)CCCCl)N=C1 3,7-dibromo-10-(3-chloropropyl)-10H-benzo[b]pyrido[2,3-e][1,4]oxazine